2-allyl-1-[6-(1-methyl-4-piperidyloxy)-2-pyridyl]-6-[p-(1,4-thiazinan-4-yl)phenylamino]-1,2-dihydro-3H-1,2,5,7-tetraazainden-3-one C(C=C)N1N(C2=NC(=NC=C2C1=O)NC1=CC=C(C=C1)N1CCSCC1)C1=NC(=CC=C1)OC1CCN(CC1)C